C(C)(=O)NC1=C(C(=O)NC=2N=NC(=CC2)OC2CC2)C=CC=C1 2-acetamido-N-(6-cyclopropoxypyridazin-3-yl)benzamide